C1[SiH2]C[SiH2]C[SiH2]1 2,4,6-trisilacyclohexane